5-(2-(quinolin-6-yl)-7H-pyrrolo[2,3-d]pyrimidin-5-yl)-N-(tetrahydro-2H-pyran-4-yl)pyrazolo[1,5-a]pyridine-3-carboxamide N1=CC=CC2=CC(=CC=C12)C=1N=CC2=C(N1)NC=C2C2=CC=1N(C=C2)N=CC1C(=O)NC1CCOCC1